OC1=C(C=CC(=C1)C(F)(F)F)C1=C2C(=C(N=N1)N[C@@H]1CC[C@H](N(C1)C)C(=O)OCC)C=NC=C2 ethyl (2S,5R)-5-({1-[2-hydroxy-4-(trifluoromethyl)phenyl]pyrido[3,4-d]pyridazin-4-yl}amino)-1-methylpiperidine-2-carboxylate